N-(2-cyano-4-(8-(1-methyl-6-(trifluoromethyl)-1H-benzo[d]imidazol-5-yl)indolizine-3-carbonyl)phenyl)-2,3,5,6-tetrafluoro-4-(methylthio)benzamide C(#N)C1=C(C=CC(=C1)C(=O)C1=CC=C2C(=CC=CN12)C1=CC2=C(N(C=N2)C)C=C1C(F)(F)F)NC(C1=C(C(=C(C(=C1F)F)SC)F)F)=O